(2R)-4,4-difluoro-2-(4-fluorophenyl)-N-{4-[7-(pyridin-2-yl)-5H-pyrrolo[2,3-b]pyrazin-6-yl]pyridin-2-yl}butanamide FC(C[C@@H](C(=O)NC1=NC=CC(=C1)C1=C(C=2C(=NC=CN2)N1)C1=NC=CC=C1)C1=CC=C(C=C1)F)F